NCCC1=CC=C(C=C1)C1=CC(=CC=C1OC)S(=O)(=O)N1CCC2(C[C@@H](CO2)NC[C@@H](COC2=CC(=CC=C2)S(=O)(=O)C2(CC2)CO)O)CC1 (S)-1-((S)-8-(4'-(2-aminoethyl)-6-methoxybiphenyl-3-ylsulfonyl)-1-oxa-8-azaspiro[4.5]decan-3-ylamino)-3-(3-(1-(hydroxymethyl)cyclopropylsulfonyl)phenoxy)propan-2-ol